C(C)(C)(C)OC(=O)N1[C@H](CN(CC1)C1=NC=C(N=C1)N)C.COCC1=CSC=C1 3-(methoxymethyl)thiophene tert-butyl-(S)-4-(5-aminopyrazin-2-yl)-2-methylpiperazine-1-carboxylate